C(C1=CC=CC=C1)OC(=O)N[C@H](C(=O)N[C@H](C(=O)N[C@H](C(=O)OC)C[C@H]1C(NC(C1)(C)C)=O)CC1CCC(CC1)(F)F)CC1=CC=CC2=CC=CC=C12 methyl (2S)-2-[[(2S)-2-[[(2S)-2-(benzyloxycarbonylamino)-3-(1-naphthyl)propanoyl]amino]-3-(4,4-difluorocyclohexyl)propanoyl]amino]-3-[(3R)-5,5-dimethyl-2-oxo-pyrrolidin-3-yl]propanoate